methyl-(3-(propylamino)propyl)carbamic acid tert-butyl ester C(C)(C)(C)OC(N(CCCNCCC)C)=O